C(C)(C)OC=1C2=C(N=C(N1)C)CN(C2)C(CC2CN(C2)C2=CC(=NC=C2)C(F)(F)F)=O 1-(4-Isopropoxy-2-methyl-5,7-dihydro-6H-pyrrolo[3,4-d]pyrimidin-6-yl)-2-(1-(2-(trifluoromethyl)pyridin-4-yl)azetidin-3-yl)ethan-1-one